C(CCC)OC(CCC(C)(OOC(C)(C)C)OOC(C)(C)C)=O n-butyl-4,4-di-(t-butylperoxy)valerate